C(C)(C)(C)C1=C(C(=CC=C1)C(C)(C)C)[O-] 2,6-di-tert-butylphenolate